1-(3-Fluoro-5-methyl-sulfonyl-pyridin-2-yl)-7-methoxy-3-methyl-8-(1-methyl-1H-pyrazol-4-yl)-1H,2H,3H-imidazo[4,5-c]quinolin-2-one FC=1C(=NC=C(C1)S(=O)(=O)C)N1C(N(C=2C=NC=3C=C(C(=CC3C21)C=2C=NN(C2)C)OC)C)=O